(R)-(3-Aminopyrrolidin-1-yl)(5-fluoro-1H-indol-2-yl)methanone N[C@H]1CN(CC1)C(=O)C=1NC2=CC=C(C=C2C1)F